C(#N)C=1C(=NC=CC1)OC1=C(C=C(C=C1)CC(=O)O)F (4-((3-cyanopyridin-2-yl)oxy)-3-fluorophenyl)acetic acid